BrC1=CC(=C(C(=C1S(=O)(=O)N(CC1=C(C=CC=C1)C#N)CC(=O)O)F)F)F 2-(6-bromo-N-(2-cyanobenzyl)-2,3,4-trifluorophenylsulfonamido)acetic acid